(1R,2S,3S,4S)-3-(ethoxycarbonyl)bicyclo[2.2.2]oct-5-ene-2-carboxylic acid C(C)OC(=O)[C@@H]1[C@H]([C@H]2C=C[C@@H]1CC2)C(=O)O